tert-butyl N-[(1S)-1-({4-[(3-{4-[(2-{2-[(6-chlorohexyl)oxy]ethoxy}ethyl)carbamoyl]butoxy}propyl)carbamoyl]oxan-4-yl} carbamoyl)-4-(2-nitro-1H-imidazol-1-yl)butyl]carbamate ClCCCCCCOCCOCCNC(=O)CCCCOCCCNC(=O)C1(CCOCC1)NC(=O)[C@H](CCCN1C(=NC=C1)[N+](=O)[O-])NC(OC(C)(C)C)=O